C(C1=CC=CC=C1)N1CCN(CC1)C1=CC(=C2C=CNC2=C1)N1C(NC(CC1)=O)=O 1-(6-(4-benzylpiperazin-1-yl)-1H-indol-4-yl)dihydropyrimidine-2,4(1H,3H)-dione